COC1=CC=C(C=C1)CCNC1=CC=CC(=N1)S(=O)(=O)NC(=O)C=1C(=NC=CC1)N1C(CC(C1)C)(C)C N-[[6-[2-(4-Methoxyphenyl)ethylamino]-2-pyridyl]sulfonyl]-2-(2,2,4-trimethylpyrrolidin-1-yl)pyridin-3-carboxamid